1-Cyclohexyl-1-cyclopentyl-3-methyl-butan-1-ol C1(CCCCC1)C(CC(C)C)(O)C1CCCC1